C1(CCCC1)N(C1=C(C=CC=C1)[N+](=O)[O-])C N-cyclopentyl-N-methyl-2-nitroaniline